4-(2-isothiocyano)ethyl-benzenesulfonamide N(=C=S)CCC1=CC=C(C=C1)S(=O)(=O)N